methyl 3-((3-chloro-5-(4-(methylthio)-2,6-dioxo-3-(2,4,5-trifluorobenzyl)-3,6-dihydro-1,3,5-triazin-1(2H)-yl)pyridin-4-yl)methyl)benzoate ClC=1C=NC=C(C1CC=1C=C(C(=O)OC)C=CC1)N1C(N(C(=NC1=O)SC)CC1=C(C=C(C(=C1)F)F)F)=O